BrC1=NC(=C(C=2N=C(N=C(C21)N2[C@H]([C@@]1(CC[C@](C2)(N1C(=O)OC(C)(C)C)F)F)C(=C)C)SCC)F)Cl tert-butyl (1R,2S,5S)-3-(5-bromo-7-chloro-2-(ethylthio)-8-fluoropyrido[4,3-d]pyrimidin-4-yl)-1,5-difluoro-2-(prop-1-en-2-yl)-3,8-diazabicyclo[3.2.1]octane-8-carboxylate